N-(dibenzothiophen-2-yl)dibenzofuran-2-amine C1=C(C=CC=2SC3=C(C21)C=CC=C3)NC3=CC2=C(OC1=C2C=CC=C1)C=C3